6-Chloro-9-isopropyl-N-(1-(methylsulfonyl)piperidin-4-yl)isoxazolo[5,4-h]quinazolin-2-amine ClC=1C=C2C=NC(=NC2=C2C1ON=C2C(C)C)NC2CCN(CC2)S(=O)(=O)C